5-(2-methyl-1,3-thiazol-5-yl)phenol CC=1SC(=CN1)C=1C=CC=C(C1)O